C(#C)C=1C(=CC=C2C=C(C=C(C12)C1=CC=C2C(=NC(=NC2=C1F)OCC1(CC1)C=O)N1CC2CCC(C1)N2C(=O)OC(C)(C)C)OCOC)F tert-butyl 3-(7-(8-ethynyl-7-fluoro-3-(methoxymethoxy) naphthalen-1-yl)-8-fluoro-2-((1-formylcyclopropyl) methoxy) quinazolin-4-yl)-3,8-diazabicyclo[3.2.1]octane-8-carboxylate